C12OCC(CC1)(CC2)CO[C@@H]([C@@H](C(=O)NC)C2N(CC21CN(CC1C(=O)N)C(=O)C1=CN=CS1)C(=O)N)C ((2S,3R)-3-((2-oxabicyclo[2.2.2]octan-4-yl)methoxy)-1-(methylamino)-1-oxobutan-2-yl)-6-(thiazole-5-carbonyl)-2,6-diazaspiro[3.4]octane-2,8-dicarboxamide